(R)-8-fluoro-6-(8-fluoro-2-methylimidazo[1,2-a]pyridin-6-yl)-2-(pyrrolidin-3-yl)isoquinolin-1(2H)-one FC=1C=C(C=C2C=CN(C(C12)=O)[C@H]1CNCC1)C=1C=C(C=2N(C1)C=C(N2)C)F